3-Chloro-4-cyanophenyl 4,6-di-O-acetyl-3-[4-(2-aminothiazol-4-yl)-1H-1,2,3-triazol-1-yl]-3-deoxy-2-O-methyl-1-thio-α-D-galactopyranoside C(C)(=O)O[C@@H]1[C@@H]([C@H]([C@@H](SC2=CC(=C(C=C2)C#N)Cl)O[C@@H]1COC(C)=O)OC)N1N=NC(=C1)C=1N=C(SC1)N